cadmium selenide zinc tellurium [Te+2].[Zn+2].[Se-2].[Cd+2].[Se-2].[Se-2]